Butyl-ethoxyethyl-piperidine C(CCC)C1N(CCCC1)CCOCC